F[C@@H]1CN(CC[C@@H]1NC1=C2C=C(N(C2=CC=C1)CCC)C#CCNC1=C(C=C(C=C1)S(=O)(=O)C)OC)C[C@H](COC)O |&1:1,6| (2R)-1-[(3RS,4SR)-3-fluoro-4-[(2-{3-[(4-methanesulfonyl-2-methoxyphenyl)amino]prop-1-yn-1-yl}-1-propyl-1H-indol-4-yl)amino]piperidin-1-yl]-3-methoxypropan-2-ol